(R)-N-(1-(2,5-difluorophenyl)ethyl)-3-(1-(piperidin-4-yl)-1H-pyrazol-4-yl)pyrazolo[1,5-a]pyrimidin-5-amine hydrochloride Cl.FC1=C(C=C(C=C1)F)[C@@H](C)NC1=NC=2N(C=C1)N=CC2C=2C=NN(C2)C2CCNCC2